C(C)C1=C(SC=C1)CC diethyl-thiophen